Ethyl (S)-3-((tert-butoxycarbonyl)amino)-3-(5-cyclopropyl-4-fluoro-2'-methyl-6'-(pent-4-en-1-yloxy)-4'-(trifluoromethyl)-[1,1'-biphenyl]-3-yl)propanoate C(C)(C)(C)OC(=O)N[C@@H](CC(=O)OCC)C=1C=C(C=C(C1F)C1CC1)C1=C(C=C(C=C1OCCCC=C)C(F)(F)F)C